FC(C(=O)O)(F)F.ClC1=C(C=CC(=C1)SC=1N=NNC1C(=O)O)C1=CC=C(C=C1)N1CCCCC1 4-((2-chloro-4'-(piperidin-1-yl)-[1,1'-biphenyl]-4-yl)thio)-1H-1,2,3-triazole-5-carboxylic acid 2,2,2-trifluoroacetate